C(C)(C)(C)OC(=O)N1C[C@H]2N(C3=C(OC2)C=C(C(=C3)F)Br)CC1 (R)-8-bromo-9-fluoro-1,2,4a,5-tetrahydrobenzo[b]pyrazino[1,2-d][1,4]oxazine-3(4H)-carboxylic acid tert-butyl ester